FC=1C=C(C=C2CC(NC12)=O)OC 7-fluoro-5-methoxyindolin-2-one